NC1=NC=2C=CC(=CC2C2=C1C=NN2CC)C(=O)N(OC)CC2=NC=C(C=C2)Br 4-amino-N-((5-bromopyridin-2-yl)methyl)-1-ethyl-N-methoxy-1H-pyrazolo[4,3-c]quinoline-8-carboxamide